F[C@@H]1CC(N(C1)C)C (4R)-4-fluoro-1,2-dimethylpyrrolidin